C1=C(C=CC2=CC=CC=C12)C1=C2C=CC=CC2=C(C2=C(C3=CC=CC=C3C(=C12)C1=CC2=CC=CC=C2C=C1)C1=CC2=CC=CC=C2C=C1)C1=CC2=CC=CC=C2C=C1 5,6,11,12-tetra(naphthalen-2-yl)tetracene